2-(4-chloro-3-fluorophenoxy)-N-(3-(5-(chloromethyl)-1,3,4-oxadiazol-2-yl)bicyclo[1.1.1]pentan-1-yl)acetamide ClC1=C(C=C(OCC(=O)NC23CC(C2)(C3)C=3OC(=NN3)CCl)C=C1)F